N-acetyl-2',3',5'-triacetylguanosine C(C)(=O)NC=1NC(C=2N=CN([C@H]3[C@](O)([C@](O)([C@@H](C(O)C(C)=O)O3)C(C)=O)C(C)=O)C2N1)=O